(2,2-difluorocyclopropyl)methyl (2R,3S,5R)-2-((((1S,3S,6R)-6-(5-fluoropyrimidin-2-yl)bicyclo[4.1.0]heptan-3-yl)oxy)methyl)-5-methyl-3-(methylsulfonamido)pyrrolidine-1-carboxylate FC=1C=NC(=NC1)[C@]12CC[C@@H](C[C@@H]2C1)OC[C@@H]1N([C@@H](C[C@@H]1NS(=O)(=O)C)C)C(=O)OCC1C(C1)(F)F